N-(4-(1H-indol-3-yl)-5-(trifluoromethyl)pyrimidin-2-yl)-2-(1'-acryl-1',2',5',6'-tetrahydro-[2,3'-bipyridin]-5-yl)propanamide N1C=C(C2=CC=CC=C12)C1=NC(=NC=C1C(F)(F)F)NC(C(C)C=1C=CC(=NC1)C=1CN(CCC1)C(=O)C=C)=O